4'-[1,3-phenylenebis(1-methylethylene)]bis-aniline C1(=CC(=CC=C1)C(CNC1=CC=CC=C1)C)C(CNC1=CC=CC=C1)C